(2E)-6-chloro-1,1-dimethoxy-2-hexene ClCCC/C=C/C(OC)OC